(R)-(1-(3-((3-methoxybenzyl)amino)-3-oxopropionamido)-3-methylbutyl)boric acid COC=1C=C(CNC(CC(=O)N[C@@H](CC(C)C)OB(O)O)=O)C=CC1